3-chloro-N-(2,6-dichlorophenyl)indol-2-one ClC1C(N(C2=CC=CC=C12)C1=C(C=CC=C1Cl)Cl)=O